4-fluoro-2-methylphenyl triflate O(S(=O)(=O)C(F)(F)F)C1=C(C=C(C=C1)F)C